ClC1=NC(=NN2C1=C(C(=C2)C2=C(C(=CC=C2)OC)C)C2CCC2)C=2N(C=CN2)C 4-Chloro-5-cyclobutyl-6-(3-methoxy-2-methylphenyl)-2-(1-methyl-1H-imidazol-2-yl)pyrrolo[2,1-f][1,2,4]triazine